N-methoxy-N,3,3,4-tetramethylpentanamide CON(C(CC(C(C)C)(C)C)=O)C